ClC=1C(=C(C=CC1OCC1CC1)C(C)NC=1C2=C(N=CN1)C=CC(=N2)O[C@@H]2CN(CC2)C(=O)OC(C)(C)C)F tert-butyl (3S)-3-[4-[1-[3-chloro-4-(cyclopropylmethoxy)-2-fluoro-phenyl]ethylamino]pyrido[3,2-d]pyrimidin-6-yl]oxypyrrolidine-1-carboxylate